1-([1]benzofuro[3,2-d]pyrimidin-4-yl)-N-(pyridin-2-ylmethyl)piperidine-3-carboxamide N1=CN=C(C2=C1C1=C(O2)C=CC=C1)N1CC(CCC1)C(=O)NCC1=NC=CC=C1